NC1C=CC2=CC=CC=C12 1-Aminoindene